BrC1=C(C=CC=C1)C(C=CC1=C(C=CC=C1)Br)=O 1,3-bis(2-bromophenyl)-2-propen-1-one